C[SiH](C1=CC=C(C=C1)[SiH](C)C)C 1,4-bis(dimethylsilyl)-benzene